(3Z)-1-iodo-12,12-diethoxy-3-dodecene ICC\C=C/CCCCCCCC(OCC)OCC